C1(=C(C(=C(C(=C1[2H])[2H])[2H])[2H])[2H])C1=C(C(=CC=C1)C1=C(C(=C(C(=C1[2H])[2H])[2H])[2H])[2H])NC=1C(=CC=CC1)NC1=CC(=CC=C1)OC1=CC=2N(C3=C(C=CC=C3C2C=C1)C1=CC=CC=C1)C1=NC=CC(=C1)C(C)(C)C N-([1,1':3',1''-terphenyl]-2'-yl-2,2'',3,3'',4,4'',5,5'',6,6''-d10)-N2-(3-((9-(4-(tert-butyl)pyridin-2-yl)-8-phenyl-9H-carbazol-2-yl)oxy)phenyl)benzene-1,2-diamine